2,6-diacetylpyrazine C(C)(=O)C1=NC(=CN=C1)C(C)=O